5-(2,2-dimethyl-4-oxo-1-(3-(pyrrolidin-1-yl)phenyl)azetidin-3-yl)-3-fluoro-2-hydroxybenzaldehyde CC1(N(C(C1C=1C=C(C(=C(C=O)C1)O)F)=O)C1=CC(=CC=C1)N1CCCC1)C